2-(1-tert-Butoxycarbonyl-pyrrolidin-3-yl)-1,2,4-triazole-3-carboxylic acid methyl ester COC(=O)C=1N(N=CN1)C1CN(CC1)C(=O)OC(C)(C)C